C(#N)C1=CC=C(CSC2=C(N=NN2)C(=O)O)C=C1 5-((4-cyanobenzyl)thio)-1H-1,2,3-triazole-4-carboxylic acid